2-((1R,5S)-3-(8-fluoro-7-(3-hydroxynaphthalen-1-yl)-2-(((S)-1-methylpyrrolidin-2-yl)methoxy)quinazolin-4-yl)-3,8-diazabicyclo[3.2.1]octan-8-yl)-2-oxoacetamide FC=1C(=CC=C2C(=NC(=NC12)OC[C@H]1N(CCC1)C)N1C[C@H]2CC[C@@H](C1)N2C(C(=O)N)=O)C2=CC(=CC1=CC=CC=C21)O